ClC1=C(C=CC=C1Cl)C1=NNC2=NC(=CN=C21)N2CC1C(C1CC2)(C2=CC(=NO2)C)CN (3-(3-(2,3-dichlorophenyl)-1H-pyrazolo[3,4-b]pyrazin-6-yl)-7-(3-methylisoxazol-5-yl)-3-azabicyclo[4.1.0]heptan-7-yl)methanamine